C1=CC=CC=2C3=CC=CC=C3C(C12)COC(=O)N(C(C(=O)OC(C)(C)C)CCC=1C=NC(=CC1)C)C tert-Butyl 2-((((9H-fluoren-9-yl)methoxy) carbonyl)(methyl)amino)-4-(6-methylpyridin-3-yl)butanoate